NC1=NC2=C(N1CCCCCNC(=O)OC(C)(C)C)C(=CC(=C2)Br)C(=O)OC methyl 2-amino-5-bromo-1-(5-((tert-butoxycarbonyl)amino)pentyl)-1H-benzo[d]imidazole-7-carboxylate